BrC1=NN(C(=C1)C(=O)N(C)C1=C(C=C(C=C1C(=O)NC)Cl)C)C1=NC=CC=C1Cl 3-bromo-1-(3-chloropyridin-2-yl)-N-(2-methyl-4-chloro-6-(methylaminoformyl)phenyl)-N-methyl-1H-pyrazole-5-carboxamide